C1(=CC=CC=C1)N(C1=CC=C(C=C1)C1=C(C=CC(=C1)N)C1=CC=C(C=C1)N)C=1C=C(C=CC1)C 4-(phenyl-m-tolyl-amino)-phenyl-biphenyl-4,4'-diamine